NCCN(CCN)CCCCCCCCCCCC N,N-di(2-aminoethyl)dodecylamine